(R)-6-(4,4-difluorocyclohex-1-en-1-yl)-4-((1-(3-(difluoromethyl)-2-fluorophenyl)ethyl)amino)-2,7-dimethylpyrido[3,4-d]pyrimidin-8(7H)-one FC1(CC=C(CC1)C1=CC2=C(N=C(N=C2N[C@H](C)C2=C(C(=CC=C2)C(F)F)F)C)C(N1C)=O)F